(trisaminomethane)-HCL Cl.NC(N)N